lithium (2,6-diisopropylphenyl)amide C(C)(C)C1=C(C(=CC=C1)C(C)C)[NH-].[Li+]